ClC1=NC(=C2N=CN(C2=N1)[C@@H]1O[C@@H]([C@H]([C@H]1O)O)CO)N1CC2(CC1C1=CC=CC=C1)CCCCC2 (2R,3R,4S,5R)-2-[2-chloro-6-(3-phenyl-2-azaspiro[4.5]decan-2-yl)purin-9-yl]-5-(hydroxymethyl)tetrahydrofuran-3,4-diol